rac-(5S,7S)-7-fluoro-5-phenyl-6,7-dihydro-5H-pyrrolo[1,2-b][1,2,4]triazol F[C@H]1C[C@H](N2N=CN=C21)C2=CC=CC=C2 |r|